C1(=CC=CC=C1)[C@@H]1N(CCCC1)C=1N=CC(=NC1)N1CCC2(CC1)CC1=CC=CC=C1C2 (S)-1'-(5-((R)-2-phenylpiperidin-1-yl)pyrazin-2-yl)-1,3-dihydrospiro[indene-2,4'-piperidine]